(1S,2S)-N-(2-(2,4-dimethoxypyridin-3-yl)-1-methyl-1H-pyrrolo[2,3-c]pyridin-5-yl)-2-((4-methylpiperazin-1-yl)methyl)cyclopropane-1-carboxamide COC1=NC=CC(=C1C1=CC=2C(=CN=C(C2)NC(=O)[C@@H]2[C@H](C2)CN2CCN(CC2)C)N1C)OC